6-(3-chloro-4-(cyclobutylmethoxy)phenyl)-N-((2-morpholinopyridin-3-yl)methyl)pyridazine-4-carboxamide ClC=1C=C(C=CC1OCC1CCC1)C1=CC(=CN=N1)C(=O)NCC=1C(=NC=CC1)N1CCOCC1